C(C1=CC=CC=C1)OC1=CC=CC(=N1)N1CC(N(CC1=O)CC1=NC2=C(N1C[C@H]1OCC1)C=C(C=C2)C(=O)OC)=O (S)-methyl 2-((4-(6-(benzyloxy)pyridin-2-yl)-2,5-dioxopiperazin-1-yl)methyl)-1-(oxetan-2-ylmethyl)-1H-benzo[d]imidazole-6-carboxylate